OB1OCC2=C1C=CC(=C2)\C=N\N(C2=NS(C1=C2C=C(C=C1)C)(=O)=O)C N-[(E)-(1-hydroxy-3H-2,1-benzoxaborole-5-yl)methyleneamino]-N,5-dimethyl-1,1-dioxo-1,2-benzothiazol-3-amine